2-(5-ethyl-5-hydroxymethyl-1,3-dioxane-2-yl)-2-methylpropan-1-ol C(C)C1(COC(OC1)C(CO)(C)C)CO